NC(CO)(CO)\C=C\C1=CC(=NO1)CCCCCCCCCC (E)-2-amino-2-(2-(3-decylisoxazol-5-yl)vinyl)propane-1,3-diol